CON(C1=NC(=NC(=N1)NCCC)NC(CC)=O)C N-(4-(Methoxy(methyl)amino)-6-(propyl-amino)-1,3,5-triazin-2-yl)propionamide